4-methyl-1,2,5-oxadiazol-3-amine CC=1C(=NON1)N